[Cl-].C1(CC1)NC(=O)C=1C=C(C(=C2CCCC12)C)OC[C@H](C)[NH3+] [(1S)-2-[7-(cyclopropylcarbamoyl)-4-methyl-indan-5-yl]oxy-1-methyl-ethyl]ammonium chloride